C(C)(=O)OC(C(=O)OCC)(C)C Ethyl α-Acetoxyisobutyrate